CC1CC=CC1 1-methyl-3-cyclopentene